N-(3-amino-6-fluoropyridin-2-yl)ethanesulfonamide NC=1C(=NC(=CC1)F)NS(=O)(=O)CC